1-[[5-[3-(Difluoromethoxy)-4-fluoro-phenyl]-3-pyridyl]methyl]-4H-3,1-benzoxazin-2-one FC(OC=1C=C(C=CC1F)C=1C=C(C=NC1)CN1C(OCC2=C1C=CC=C2)=O)F